C(CCC)(=O)OC1=C(C=C(C=C1)CC)OC 2-methoxy-4-ethylphenyl butyrate